C[C@H]1CCC(NC1)C=1C=CC2=C(N=C(S2)C=2CCN(CC2)C(=O)OCC2=CC=CC=C2)C1 Benzyl 4-[5-[(5S)-5-methyl-2-piperidyl]-1,3-Benzothiazol-2-Yl]-3,6-dihydro-2H-pyridine-1-carboxylate